BrC1=NC=CC(=C1)OCC(C)O 1-((2-bromopyridin-4-yl)oxy)propan-2-ol